C12CN(CC(CC1)N2)C=2C1=C(N=C(N2)OCC2(C(C2)(F)F)CN(C)C)CN(CC1)C1=CC=CC2=CC=CC(=C12)Br 1-(1-(((4-(3,8-diazabicyclo[3.2.1]octan-3-yl)-7-(8-bromonaphthalen-1-yl)-5,6,7,8-tetrahydropyrido[3,4-d]pyrimidin-2-yl)oxy)methyl)-2,2-difluorocyclopropyl)-N,N-dimethylmethanamine